BrC1=CC(=NC(=C1)C)COC 4-bromo-2-(methoxymethyl)-6-methylpyridine